1-ethyl-9,10-bis(2-naphthoyloxy)anthracene (S)-methyl-6-(4-((2-chloro-6-fluorophenyl)carbamoyl)-2-fluoro-5-((1,1,1-trifluoropropan-2-yl)oxy)phenyl)-3-methylpyrazine-2-carboxylate COC(=O)C1=NC(=CN=C1C)C1=C(C=C(C(=C1)O[C@H](C(F)(F)F)C)C(NC1=C(C=CC=C1F)Cl)=O)F.C(C)C1=CC=CC2=C(C3=CC=CC=C3C(=C12)OC(=O)C1=CC2=CC=CC=C2C=C1)OC(=O)C1=CC2=CC=CC=C2C=C1